vinyl-triphenyl-phosphonium tetrafluoroborate F[B-](F)(F)F.C(=C)[P+](C1=CC=CC=C1)(C1=CC=CC=C1)C1=CC=CC=C1